2-[6-(difluoromethoxy)-5-fluoro-1-oxospiro[3H-isoquinoline-4,1'-cyclopropane]-2-yl]-N-(5-fluoropyrimidin-2-yl)acetamide FC(OC=1C(=C2C(=CC1)C(N(CC21CC1)CC(=O)NC1=NC=C(C=N1)F)=O)F)F